O1C(COCC1)=O 1,4-dioxan-2-on